C(C)OC(CCC1=CC=C(C=C1)C1=CC=2C(CCC(C2C=C1)(C)C)(C)C)=O.CC1(C=2C=CC(=CC2C(CC1)(C)C)S(=O)(=O)C1=CC=C(C=C1)CCC(=O)O)C 3-[4-(5,5,8,8-tetramethyl-5,6,7,8-tetrahydronaphthalene-2-sulfonyl)phenyl]propanoic acid Ethyl-3-[4-(5,5,8,8-tetramethyl-5,6,7,8-tetrahydronaphthalen-2-yl)phenyl]propanoate